4-{2-[1-(4-chlorophenyl)ethyl]-2,7-diazaspiro[3.5]non-7-yl}-2-(1H-pyrrolo[2,3-b]pyridin-5-yloxy)benzoic acid ClC1=CC=C(C=C1)C(C)N1CC2(C1)CCN(CC2)C2=CC(=C(C(=O)O)C=C2)OC=2C=C1C(=NC2)NC=C1